Pentan-1,2,4,5-tetrol C(C(CC(CO)O)O)O